C1N(C[C@H]2[C@@H]1CCC2)C(=O)C2=C(OC=1N=CN=C(C12)NC1(CC1)C)C 5-[(3ar,6as)-octahydrocyclopenta[c]pyrrole-2-carbonyl]-6-methyl-N-(1-methylcyclopropyl)furo[2,3-d]pyrimidin-4-amine